FC=1C(=C(C(=CC1)C(C)C)NC(=O)NS(=O)(=O)C=1SC(=CN1)C1(CCCCC1)O)C(C)C N-(3-fluoro-2,6-diisopropylphenylcarbamoyl)-5-(1-hydroxycyclohexyl)thiazole-2-sulfonamide